NC=1C2=C(N=CN1)N(C=C2C2=CC=C(C=C2)N=S2(CCC(CC2)(F)F)=O)C ((4-(4-amino-7-methyl-7H-pyrrolo[2,3-d]pyrimidin-5-yl)phenyl)imino)-4,4-difluorohexahydro-1λ6-thiopyran-1-oxide